[N+](=O)([O-])C=1C=C(C=CC1)S(=O)(=O)NC1=NC(=CC(=N1)C1=C(C=CC=C1)C)OC1=CC=CC=C1 3-nitro-N-[4-(o-tolyl)-6-phenoxy-pyrimidin-2-yl]benzenesulfonamide